C12C(CC(C=C1)C2)[Si](OCC)(OCC)OCC bicyclo[2.2.1]Hept-5-en-2-yltriethoxysilane